(4-fluorophenyl)(4-methyl-3-(3-methyl-1,2,4-thiadiazol-5-yl)-3,4,6,7-tetrahydro-5H-imidazo[4,5-c]pyridin-5-yl)methanone FC1=CC=C(C=C1)C(=O)N1C(C2=C(CC1)N=CN2C2=NC(=NS2)C)C